N[C@H]1CS(C2=C(N(C1=O)CC1=CC=C(C=C1)Cl)C=C(C(=C2)F)C2=NC(=NO2)CN)(=O)=O (3R)-3-amino-7-[3-(aminomethyl)-1,2,4-oxadiazol-5-yl]-5-[(4-chlorophenyl)methyl]-8-fluoro-1,1-dioxo-2,3-dihydro-1λ6,5-benzothiazepin-4-one